8-(2,4-difluorophenyl)-9-(4-((1-(3,3-difluoropropyl)azetidin-3-ylidene)methyl)phenyl)-6,7-dihydro-5H-benzo[7]annulene-3-carboxylic acid FC1=C(C=CC(=C1)F)C=1CCCC2=C(C1C1=CC=C(C=C1)C=C1CN(C1)CCC(F)F)C=CC(=C2)C(=O)O